dimethylsilyl-(tetramethylcyclopentadienyl)-((trimethylsilyl)methylcyclopentadienyl)zirconium dichloride [Cl-].[Cl-].C[SiH](C)[Zr+2](C1(C=CC=C1)C[Si](C)(C)C)C1(C(=C(C(=C1)C)C)C)C